N-((1s,3s)-3-(6-((3-((1-((2-(2,6-dioxopiperidin-3-yl)-1,3-dioxoisoindoline-5-yl)glycyl)piperidin-4-yl)methoxy)benzyl)amino)-9H-purin-9-yl)cyclobutyl)-6-methylpicolinamide O=C1NC(CC[C@@H]1N1C(C2=CC=C(C=C2C1=O)NCC(=O)N1CCC(CC1)COC=1C=C(CNC2=C3N=CN(C3=NC=N2)C2CC(C2)NC(C2=NC(=CC=C2)C)=O)C=CC1)=O)=O